tert-butyl (2R,4S)-4-(3-bromo-5-((tert-butoxycarbonyl)(methyl)amino)-4-carbamoyl-1H-pyrazol-1-yl)-2-(methoxymethyl)pyrrolidine-1-carboxylate BrC1=NN(C(=C1C(N)=O)N(C)C(=O)OC(C)(C)C)[C@H]1C[C@@H](N(C1)C(=O)OC(C)(C)C)COC